3-((6-fluoropyridin-2-yl)methyl)-5-methyl-7-((6-methylpyridin-2-yl)methyl)-5,7-dihydro-3H-pyrrolo[2,3-d:4,5-d']dipyridazine-4,6-dione FC1=CC=CC(=N1)CN1N=CC2=C(C1=O)N(C1=C2C=NN(C1=O)CC1=NC(=CC=C1)C)C